CCC(=C)CC\C=C(/C)\CCC=C(C)C β-farnesene